cyclobutyl(4H-1,2,4-triazol-3-yl)methanone C1(CCC1)C(=O)C1=NN=CN1